N1(CCCC1)CCNCC1=C(C2=CC=CC=C2C=C1)CC1=C(C=CC2=CC=CC=C12)O 1-{[2-({[2-(pyrrolidin-1-yl)ethyl]amino}methyl)naphthalen-1-yl]methyl}naphthalen-2-ol